C1(CCCCC1)CC(C(=O)OC(CN)C1=CC(=C(C=C1)OC)OCC1CC1)=CCCCCCCCC 2-amino-1-(3-(cyclopropylmethoxy)-4-methoxyphenyl)ethanol cyclohexylmethyl-undecenoate